NC1=NC2=CC(=CN=C2C(=C1)N[C@@](CO)(CCCC)C)C=1C=NC(=CC1)N1CCN(CC1)C (R)-2-((2-amino-7-(6-(4-methylpiperazin-1-yl)pyridin-3-yl)-1,5-naphthyridin-4-yl)amino)-2-methylhexan-1-ol